C(C1=CC=CC=C1)S(=O)(=O)C1=C(C=CC=C1)C(OC)OC 1-(Benzylsulfonyl)-2-(dimethoxymethyl)benzene